(7-(quinolin-6-ylmethyl)imidazo[1,2-b][1,2,4]triazin-2-yl)benzamide N1=CC=CC2=CC(=CC=C12)CC1=CN=C2N1N=C(C=N2)C2=C(C(=O)N)C=CC=C2